C(C1=CC=CC=C1)[C@@](C(=O)NC=1C=NC2=C(C(=CC=C2C1)F)F)(CC(F)(F)F)C (2R)-2-benzyl-N-(7,8-difluoro-3-quinolyl)-4,4,4-trifluoro-2-methyl-butanamide